tert-butyl 7-methyl-6-nitro-1H-indole-1-carboxylate CC=1C(=CC=C2C=CN(C12)C(=O)OC(C)(C)C)[N+](=O)[O-]